tert-butyl 2-(1-methyl-2-oxo-pyrimidin-4-yl)sulfanylacetate CN1C(N=C(C=C1)SCC(=O)OC(C)(C)C)=O